C(C)OC(CC1CC=C(CC1)C1=C2C=NN(C2=CC=C1C)C)=O.C1(CC1)C(=O)C=1N=C2N(N1)[C@@H](C[C@@H]2F)C2=CC(=CC=C2)OC cyclopropyl-((5s,7s)-7-fluoro-5-(3-methoxyphenyl)-6,7-dihydro-5H-pyrrolo[1,2-b][1,2,4]triazol-2-yl)methanone ethyl-2-(4-(1,5-dimethyl-1H-indazol-4-yl)cyclohex-3-en-1-yl)acetate